tert-butyl (S)-2-(3-(4-amino-1-(2,6-dichloro-4-(difluoromethoxy)phenyl)-6-oxo-1,6-dihydropyrimidine-5-carboxamido)phenyl)pyrrolidine-1-carboxylate NC=1N=CN(C(C1C(=O)NC=1C=C(C=CC1)[C@H]1N(CCC1)C(=O)OC(C)(C)C)=O)C1=C(C=C(C=C1Cl)OC(F)F)Cl